ethyl 5-(2,4-difluorophenyl)-1,4,5,7-tetrahydropyrano[3,4-c]pyrazole-3-carboxylate FC1=C(C=CC(=C1)F)C1CC2=C(NN=C2C(=O)OCC)CO1